FC1=NC=C(C(=C1)C#N)F 2,5-difluoro-4-cyanopyridine